1-(4-hexyl-2,5-dimethoxyphenyl)propan-2-amine C(CCCCC)C1=CC(=C(C=C1OC)CC(C)N)OC